O=C1N(C(CCC1N1C(C2=CC=CC(=C2C1)C#CC=O)=O)=O)COCC[Si](C)(C)C 3-(2-(2,6-dioxo-1-((2-(trimethylsilyl)ethoxy)methyl)piperidin-3-yl)-1-oxoisoindolin-4-yl)propiolaldehyde